3-(3-(difluoromethoxy)phenyl)-1-((trans)-4-hydroxytetrahydrofuran-3-yl)-N-(3-methyl-1,1-dioxidothietan-3-yl)-1H-pyrazolo[4,3-b]pyridine-6-carboxamide FC(OC=1C=C(C=CC1)C1=NN(C=2C1=NC=C(C2)C(=O)NC2(CS(C2)(=O)=O)C)[C@@H]2COC[C@H]2O)F